pentaenesulfonate C(=CCCC)S(=O)(=O)[O-]